ClC=1C=C(C#N)C=C(C1)SC(C)C 3-chloro-5-(isopropylthio)benzonitrile